3-(6-methoxypyridin-3-yl)-3-(4-(3-(5,6,7,8-tetrahydro-1,8-naphthyridin-2-yl)propyl)thiazol-2-yl)propionic acid COC1=CC=C(C=N1)C(CC(=O)O)C=1SC=C(N1)CCCC1=NC=2NCCCC2C=C1